methyl 2-(3-methylpyrazol-1-yl)-4-nitrobenzoate CC1=NN(C=C1)C1=C(C(=O)OC)C=CC(=C1)[N+](=O)[O-]